COC1(OOC(CC1COC=1N=CC2=C(N1)NC(C=C2C)=O)C2=CC=CC=C2)C (3-methoxy-3-methyl-6-phenyl-1,2-dioxane-4-yl)methoxy-5-methylpyrido[2,3-d]pyrimidin-7(8H)-one